3,3'-((4-fluorophenyl)methylidene)bis(5-bromo-1H-indole) FC1=CC=C(C=C1)C(C1=CNC2=CC=C(C=C12)Br)C1=CNC2=CC=C(C=C12)Br